OC(CC1=C(C(=C(C=C1C(=O)N)C(=O)N)CC(CO)O)N(C(CO)=O)CCO)CO Bis(2,3-dihydroxypropyl)-5-(2-hydroxy-N-(2-hydroxyethyl)acetamido)isophthalamide